OC1=C(C=CC(=C1)O)C(C)N1C(CCC1)=O N-(1-(2,4-dihydroxyphenyl)ethyl)-2-pyrrolidone